N-(4-(8-cyclopentyl-2-(((3S,5S)-5-fluoro-piperidin-3-yl)amino)-7-oxo-7,8-dihydro-pyrido[2,3-d]pyrimidin-6-yl)-2,3-difluorophenyl)-1-phenylmethanesulfonamide C1(CCCC1)N1C(C(=CC2=C1N=C(N=C2)N[C@@H]2CNC[C@H](C2)F)C2=C(C(=C(C=C2)NS(=O)(=O)CC2=CC=CC=C2)F)F)=O